[Cl-].CN(C=1C=CC2=NC3=CC=C(C=C3[S+]=C2C1)N(C)C)C 3,7-bis-(dimethylamino)-phenothiazin-5-ium chloride